BrC=1C=CC2=C(NC(=N2)[C@H]2N(CCC3=C2N=CN3)C(=O)C=3SC=NN3)C1 (S)-(4-(6-bromo-1H-benzo[d]imidazol-2-yl)-6,7-dihydro-1H-imidazo[4,5-c]pyridin-5(4H)-yl)(1,3,4-thiadiazol-2-yl)methanone